2,2,3,3-tetrafluoropropyl-Fluorine FC(CF)(C(F)F)F